IOC(CO)CO 2-iodoglycerol